6H-benzofuro[2,3-b]indole C1=CC=CC2=C1C1=C(NC=3C=CC=CC13)O2